C(C(=O)O)(=O)O.C12NCCCC2CNC1 2,8-diazabicyclo[4.3.0]nonane oxalate